C(CCCCCC(C)(C)C)(=O)[O-].C(CCCCCC(C)(C)C)(=O)[O-].C(CCCCCCC)[Sn+2]CCCCCCCC Dioctyltin dineodecanate